N2,N2-dimethyl-6-thioguanosine CN(C=1NC(C=2N=CN([C@H]3[C@H](O)[C@H](O)[C@@H](CO)O3)C2N1)=S)C